ClC=1C=C(OCCN2CCN(CC2)C(=O)OC(C)(C)C)C=CC1C1=NC2=C(N1CC1=NC=CC(=C1)Cl)C=CC=C2OC2(CC2)C Tert-butyl 4-(2-(3-chloro-4-(1-((4-chloropyridin-2-yl)methyl)-4-(1-methylcyclopropoxy)-1H-benzo[d]imidazol-2-yl)phenoxy)ethyl)piperazine-1-carboxylate